ClC=1N(C(C2=CC=CC(=C2C1)OC1CC2(CN(C2)CCC2=CC=3N(C=C2F)C=NN3)C1)=O)C chloro-5-[[2-[2-(6-fluoro-[1,2,4]triazolo[4,3-a]pyridin-7-yl)ethyl]-2-azaspiro[3.3]heptan-6-yl]oxy]-2-methyl-isoquinolin-1-one